CN1N=C(C=C1B(O)O)C(F)(F)F [2-methyl-5-(trifluoromethyl)-pyrazol-3-yl]boronic acid